4-(2-((4-chloro-2-fluorobenzofuran-7-yl)methoxy)-3-fluorophenyl)piperazine ClC1=CC=C(C2=C1C=C(O2)F)COC2=C(C=CC=C2F)N2CCNCC2